N=1N(N=CC1)CCCN1CC(CC1)C1=CNC2=CC=CC=C12 3-(1-(3-(2H-1,2,3-triazol-2-yl)propyl)pyrrolidin-3-yl)-1H-indole